CSCN1N=CC(=C1OCCCO)C=1C=C2C(=NN(C2=CC1)C1OCCCC1)C#C[Si](C(C)C)(C(C)C)C(C)C 3-[2-(methylsulfanylmethyl)-4-[1-tetrahydropyran-2-yl-3-(2-triisopropylsilylethynyl)indazol-5-yl]pyrazol-3-yl]oxypropan-1-ol